C(C)(C)(C)OC(=O)N1CCC2(CC1)[C@H](C1=CC(=CC=C1C2)Br)O |r| (±)-6-bromo-1-hydroxy-1,3-dihydrospiro[indene-2,4'-piperidine]-1'-carboxylic acid tert-butyl ester